BrC=1C=C2C(=NC1)NC(N2C2CCN(CC2)C(=O)OC(C)(C)C)=O tert-butyl 4-(6-bromo-2-oxo-3H-imidazo[4,5-b]pyridin-1-yl)piperidine-1-carboxylate